1-(4-acetyl-2-isopropylpyridin-3-yl)-4-((S)-4-Acryloyl-2-methylpiperazin-1-yl)-6-chloro-7-(2-fluoro-6-hydroxyphenyl)pyrido[2,3-d]pyrimidine-2(1H)-one C(C)(=O)C1=C(C(=NC=C1)C(C)C)N1C(N=C(C2=C1N=C(C(=C2)Cl)C2=C(C=CC=C2O)F)N2[C@H](CN(CC2)C(C=C)=O)C)=O